NC/C(/COC1=CC=C(C=C1)S(=O)(=O)CN1C(CCC1)=O)=C\F (E)-1-(((4-((2-(aminomethyl)-3-fluoroallyl)oxy)phenyl)sulfonyl)methyl)pyrrolidin-2-one